2-(4-chlorophenyl)-2-(pyridin-2-yl)acetonitrile hydrochloride Cl.ClC1=CC=C(C=C1)C(C#N)C1=NC=CC=C1